2-(4-cyclopropyl-6-methoxy-pyrimidin-5-yl)-4-[[4-[1-methyl-4-(trifluoromethyl)imidazol-2-yl]phenyl]methoxy]-7H-pyrrolo[2,3-d]pyrimidine-5-carbonitrile C1(CC1)C1=NC=NC(=C1C=1N=C(C2=C(N1)NC=C2C#N)OCC2=CC=C(C=C2)C=2N(C=C(N2)C(F)(F)F)C)OC